[O-]OOOOOO[O-].C(CCCCCCC)[Mg+2] octyl-magnesium octoxide